CN(C1CN(CC1)C(=O)C1=C(C=C(C=C1)NC=1C=2N(C=CN1)C(=CN2)C2=CC=C(C=C2)OC)C)C [3-(dimethylamino)pyrrolidin-1-yl]-[4-[[3-(4-methoxyphenyl)imidazo[1,2-a]pyrazin-8-yl]amino]-2-methylphenyl]methanone